2,2'-(methylazanediyl)bis(methylene)diphenol CN(CC1=C(C=CC=C1)O)CC1=C(C=CC=C1)O